(6-chloro-1H-indazol-4-yl)(cyclohexyl)methanol ClC1=CC(=C2C=NNC2=C1)C(O)C1CCCCC1